NC=1C2=C(N=CN1)N(C(=C2C=2C=NN(C2)C2=C(C=CC=C2)C)C2CN(CC2)C(C=C)=O)C 1-(3-(4-amino-7-methyl-5-(1-(o-tolyl)-1H-pyrazol-4-yl)-7H-pyrrolo[2,3-d]pyrimidin-6-yl)pyrrolidin-1-yl)prop-2-en-1-one